C(C)(C)(C)OC(=O)N1CCC(CC1)CCC#N 4-(2-cyanoethyl)piperidine-1-carboxylic acid tert-butyl ester